C(#N)[C@H](CC1=CC=C(C=C1)C=1C=CC2=C(N(C(O2)=O)C)C1)NC(=O)[C@H]1N(CCOC1)C(=O)OC(C)(C)C tert-butyl (3S)-3-{[(1S)-1-cyano-2-[4-(3-methyl-2-oxo-2,3-dihydro-1,3-benzoxazol-5-yl)phenyl]ethyl]carbamoyl}morpholine-4-carboxylate